C(C)C=1C(=CC=C2C=C(C=C(C12)C1=C(C=2N=C(N=C(C2C=N1)N1CC2(CS(C2)=O)CCC1)OC[C@]12CCCN2C[C@@H](C1)F)F)O)F 6-(7-(8-ethyl-7-fluoro-3-hydroxynaphthalen-1-yl)-8-fluoro-2-(((2R,7aS)-2-fluorohexahydro-1H-pyrrolizin-7a-yl)methoxy)pyrido[4,3-d]pyrimidin-4-yl)-2-thia-6-azaspiro[3.5]nonane-2-oxide